methyl (αE)-2-[[2-chloro-4-(trifluoromethyl) phenoxy]methyl]-α-(methoxymethylene)benzeneacetate ClC1=C(OCC2=C(C=CC=C2)\C(\C(=O)OC)=C/OC)C=CC(=C1)C(F)(F)F